CC(CCCCCCCCC)CCCCCCCCCCCCCCCCC 10-methyl-n-heptacosane